C(C1=CC=CC=C1)NS(=O)(=O)C1=C(C=CC=C1)NCC(=O)O {[2-(benzylsulfamoyl)phenyl]amino}acetic acid